2-fluoro-4-(1-(6-(2,2,2-trifluoroethoxy)pyridin-3-yl)-1H-1,2,4-triazol-3-yl)aniline FC1=C(N)C=CC(=C1)C1=NN(C=N1)C=1C=NC(=CC1)OCC(F)(F)F